5-[(3S)-3-methylpyrrolidin-1-yl]-2-nitrobenzonitrile C[C@@H]1CN(CC1)C=1C=CC(=C(C#N)C1)[N+](=O)[O-]